N-(3-oxo-3-((2-phenoxyphenyl)amino)propyl)-1-naphthamide O=C(CCNC(=O)C1=CC=CC2=CC=CC=C12)NC1=C(C=CC=C1)OC1=CC=CC=C1